4-(2-mercaptoethyl)piperidine-1-carboxylic acid benzyl ester C(C1=CC=CC=C1)OC(=O)N1CCC(CC1)CCS